C(CCC)N(CCCC)CC1=CC=C(C=C1)B(O)O (4-[(DIBUTYLAMINO)METHYL]PHENYL)BORANEDIOL